Cl.NC1CC(C1)OC1CCN(CC1)C(=O)OCC1=CC=CC=C1 benzyl 4-(3-aminocyclobutoxy)piperidine-1-carboxylate hydrochloride